Cl.Cl.FC1=C(C=CC2=C1NC(=N2)C2=CC=C(C=C2)S(=O)(=O)C)C2CCNCC2 7-fluoro-2-(4-(methylsulfonyl)phenyl)-6-(piperidin-4-yl)-1H-benzo[d]imidazole dihydrochloride